BrC1=C(N=C(C=2N1N=CC2)N2CCC1(CC2)NC2=CC=CC=C2[C@H]1NC(OC(C)(C)C)=O)C tert-butyl N-[(3R)-1'-(7-bromo-6-methyl-pyrazolo[1,5-a]pyrazin-4-yl)spiro[indoline-2,4'-piperidine]-3-yl]carbamate